[NH+]1=CC=CC=C1.[N+](=[N-])=CC(=O)C1CC(C1)=O 3-(2-diazoacetyl)cyclobutan-1-one pyridinium